FC=1C=C(C(=O)NC2=C(C(=NN2C)C(F)(F)F)Cl)C=CC1 3-fluoro-N-(4-chloro-1-methyl-3-(trifluoromethyl)-1H-pyrazol-5-yl)benzamide